C(C)N1C=C(C2=CC(=CC=C12)OC)\C=C\1/OC2=C(C1=O)C=CC(=C2)OCC#N (Z)-2-((2-((1-ethyl-5-methoxy-1H-indol-3-yl)methylene)-3-oxo-2,3-dihydrobenzofuran-6-yl)oxy)acetonitrile